C1(CCCCC1)P(C1CCCCC1)PCPP(C1CCCCC1)C1CCCCC1 bis(dicyclohexylphosphino(phosphanyl))methane